C1=CC=CC=2C3=CC=CC=C3N(C12)C1=CC(=CC(=C1)N1C2=CC=CC=C2C=2C=CC=CC12)N1C2=CC=CC=C2C=2C=CC=CC12 1,3,5-Tris(9H-carbazol-9-yl)benzene